CN(CCCO)[C@@H]1CNCC1 (S)-3-(methyl-(pyrrolidin-3-yl)amino)propan-1-ol